N-(3-(3-Cyclopropyl-5-((2-fluoro-4-iodophenyl)amino)-6,8-dimethyl-2,4,7-trioxo-3,4,6,7-tetrahydropyrido[4,3-d]pyrimidin-1(2H)-yl)phenyl)propionamide 2,2,2-trifluoroacetate FC(C(=O)O)(F)F.C1(CC1)N1C(N(C=2C(C1=O)=C(N(C(C2C)=O)C)NC2=C(C=C(C=C2)I)F)C=2C=C(C=CC2)NC(CC)=O)=O